ethyl 4-bromo-5-(8-methyl-[1,2,4]triazolo[1,5-a]pyridin-6-yl)-1-((2-(trimethylsilyl) ethoxy) methyl)-1H-pyrazole-3-carboxylate BrC=1C(=NN(C1C=1C=C(C=2N(C1)N=CN2)C)COCC[Si](C)(C)C)C(=O)OCC